C(N)(=O)C1=CC=C(CC2=NN(C=C2C(=O)N)CC2=CC=C(C=C2)CC2CC2)C=C1 (4-carbamoyl-benzyl)-1-(4-(cyclopropylmethyl)-benzyl)-1H-pyrazole-4-carboxamide